BrC=1C=C(C=CC1)C(CCCCC(CO[Si](C)(C)C(C)(C)C)(C)C)O 1-(3-Bromophenyl)-7-((tert-butyldimethylsilyl)oxy)-6,6-dimethylheptan-1-ol